C(C(=C)C)(=O)NC(CS(=O)(=O)O)(CC)CC 2-methacrylamido-2-ethylbutanesulfonic acid